S(=O)(=O)(C1=CC=C(C)C=C1)N=[SH2]=O N-tosyl-sulfoximine